C1(CC1)C=1C=NN2C1N=C(C=C2NCC2=CC=C(C=C2)C2=NC=CC=C2)N2CCNC1(CC1)C2 3-cyclopropyl-N-(4-(pyridin-2-yl)benzyl)-5-(4,7-diazaspiro[2.5]octan-7-yl)pyrazolo[1,5-a]pyrimidin-7-amine